NC1=C(C=CC(=C1)N)O 2,4-diamino-phenol